C[Si](C)(C)N([Si](C)(C)C)[K].[Na] sodium bistrimethylsilylaminoPotassium